BrC1=C(C=C(C(=C1)F)Cl)CCC(=O)O 3-(2-bromo-5-chloro-4-fluorophenyl)propionic acid